C(=O)OC(C)=O Acetic acid-formic anhydride